C(CCCCCCCC(=O)OCCCCCCCCCC)(=O)OCC(COC(CCC(OCCCCCCCC)OCCCCCCCC)=O)CO 1-(3-((4,4-bis(octyloxy)butanoyl)oxy)-2-(hydroxymethyl)propyl) 9-decyl nonanedioate